1-(2-bromo-4-chloro-5-phenoxy-phenyl)pyrazole BrC1=C(C=C(C(=C1)Cl)OC1=CC=CC=C1)N1N=CC=C1